9,9'-(stilbene-4,4'-diyl)diphenanthrene C1(=CC=C(C=C1)C=1C2=CC=CC=C2C=2C=CC=CC2C1)C=CC1=CC=C(C=C1)C=1C2=CC=CC=C2C=2C=CC=CC2C1